6-bromo-3-((methylamino)methyl)-3,4-dihydroisoquinolin BrC=1C=C2CC(N=CC2=CC1)CNC